Decapentaene C=CC=CC=CC=CC=C